C(C)(C)N(C(C(=O)C1=CNC2=CC=C(C(=C12)OC)C)=O)C(C)C N,N-diisopropyl-2-(4-methoxy-5-methyl-1H-indol-3-yl)-2-oxoacetamide